2,2,2-trifluoro-1-ethanone-O-(1,3-dioxolan-2-ylmethyl)oxime 2-methyl-1-dodecyl-sulfate CC(COS(=O)(=O)O)CCCCCCCCCC.O1C(OCC1)CON=CC(F)(F)F